Lanost-8-ene C[C@H](CCCC(C)C)[C@H]1CC[C@@]2([C@@]1(CCC3=C2CC[C@@H]4[C@@]3(CCCC4(C)C)C)C)C